(3-(tert-butoxymethyl)-1-(3-(5,6,7,8-tetrahydro-1,8-naphthyridin-2-yl)propyl)-1H-pyrazole-4-carboxamido)-3-(3,5-dichlorophenyl)propionic acid C(C)(C)(C)OCC1=NN(C=C1C(=O)NC(C(=O)O)CC1=CC(=CC(=C1)Cl)Cl)CCCC1=NC=2NCCCC2C=C1